2-(2,5-dibromophenyl)-4,5-dihydroAzole BrC1=C(C=C(C=C1)Br)C=1NCCC1